ClC=1C=C(C=CC1F)N(C(=O)[C@H]1N(S(N(C1)C1=NC=CC=C1)(=O)=O)C1=NC(=CC(=C1)C(F)(F)F)C)C (3S)-N-(3-Chloro-4-fluorophenyl)-N-methyl-2-[6-methyl-4-(trifluoromethyl)pyridin-2-yl]-1,1-dioxo-5-(pyridin-2-yl)-1,2,5-thiadiazolidine-3-carboxamide